ClC1=CC=2C3=C(C(=NC2C(=C1C1=CC(=CC2=CC=CC=C12)O)F)N1CC(C1)N(C)C)N=CN3C3CCN(CC3)C(C=C)=O 1-(4-(8-chloro-4-(3-(dimethylamino)azetidin-1-yl)-6-fluoro-7-(3-hydroxy-naphthalen-1-yl)-1H-imidazo[4,5-c]quinolin-1-yl)piperidin-1-yl)prop-2-en-1-one